2-hydroxy-4,5,6-triamino-pyrimidine OC1=NC(=C(C(=N1)N)N)N